ClC1=NC(=CC(=C1NCSNC(C1=CC=CC=C1)=O)CO)C(F)(F)F N-((2-chloro-4-(hydroxymethyl)-6-(trifluoromethyl)pyridin-3-yl)aminomethylthio)benzamide